N1(C[C@@H](C[C@@H](C1)C(=O)ON1C(CCC1=O)=O)C(=O)ON1C(CCC1=O)=O)C(=O)OC(C)(C)C 1-(tert-butyl) 3,5-bis(2,5-dioxopyrrolidin-1-yl) (3R,5S)-piperidine-1,3,5-tricarboxylate